(1R,3S,5R)-2-(2-(3-acetyl-7-methyl-5-(2-methylpyrimidin-5-yl)-1H-indazol-1-yl)acetyl)-5-methyl-N-(1-phenylpent-4-en-2-yl)-2-azabicyclo[3.1.0]hexane-3-carboxamide C(C)(=O)C1=NN(C2=C(C=C(C=C12)C=1C=NC(=NC1)C)C)CC(=O)N1[C@@H]2C[C@@]2(C[C@H]1C(=O)NC(CC1=CC=CC=C1)CC=C)C